3-(3-fluoro-2-iodobenzofuran-7-yl)piperidine-2,6-dione FC1=C(OC2=C1C=CC=C2C2C(NC(CC2)=O)=O)I